(3S)-3-[5-[4-[[1-[4-[7-(2-chlorophenyl)-3,8,9,10-tetrahydrocyclohepta[e]indazol-6-yl]phenyl]-4-piperidyl]methyl]piperazin-1-yl]-1-oxo-isoindolin-2-yl]piperidine-2,6-dione ClC1=C(C=CC=C1)C1=C(C2=C(C=3C=NNC3C=C2)CCC1)C1=CC=C(C=C1)N1CCC(CC1)CN1CCN(CC1)C=1C=C2CN(C(C2=CC1)=O)[C@@H]1C(NC(CC1)=O)=O